1-(3-(bromomethyl)phenyl)ethan-1-one Ethyl-(2R)-2-{[(1,2,3,5,6,7-hexahydro-s-indacen-4-yl)-carbamoyl]oxy}-3-(1H-imidazol-1-yl)propanoate C(C)OC([C@@H](CN1C=NC=C1)OC(NC1=C2CCCC2=CC=2CCCC12)=O)=O.BrCC=1C=C(C=CC1)C(C)=O